4-(2-fluoropropan-2-yl)-5-hydroxypyridin FC(C)(C)C1=CC=NC=C1O